Furan-2-ylmethyl-3-[[5-isobutyl-3-[4-[(2-tert-butyl-imidazol-1-yl)methyl]phenyl]-2-thienyl]sulfonyl]urea O1C(=CC=C1)CNC(=O)NS(=O)(=O)C=1SC(=CC1C1=CC=C(C=C1)CN1C(=NC=C1)C(C)(C)C)CC(C)C